[2-(2,6-dioxopiperidin-3-yl)-4-(oxan-4-yloxy)-3-oxo-2,3-dihydro-1H-isoindol-5-yl]methyl N-[4-(2,4-difluorophenoxy)phenyl]carbamate FC1=C(OC2=CC=C(C=C2)NC(OCC=2C(=C3C(N(CC3=CC2)C2C(NC(CC2)=O)=O)=O)OC2CCOCC2)=O)C=CC(=C1)F